C(C)(C)(C)N tert-butylamin